3-methyl-10-oxo-12-{5-[(1-oxododecyl) oxy] pentyl}-3,9-diaza-6,11-dioxaheptadecan-17-yldodecanoate CN(CC)CCOCCNC(OC(CCCCCOC(CCCCCCCCCCC)=O)CCCCCOC(CCCCCCCCCCC)=O)=O